diethyl (rac)-phosphonate P(OCC)(OCC)=O